2,5-dichloro-p-dimethylenebenzene ClC=1C(C=C(C(C1)=C)Cl)=C